C1=C(C=CC=2C3=CC=CC=C3CC12)NC1=NC(=NC2=CC=C(C=C12)NC(C1=CC(=C(C=C1)Cl)Cl)=O)C1=CC=CC2=CC=CC=C12 N-(4-((9H-fluoren-2-yl)amino)-2-(naphthalen-1-yl)quinazolin-6-yl)-3,4-dichlorobenzamide